5-chloro-2-(difluoromethyl)-N-((1r,4r)-4-((1'-methyl-2-oxo-1'H-[1,5'-bibenzo[d]imidazol]-3(2H)-yl)methyl)cyclohexyl)nicotinamide ClC=1C=NC(=C(C(=O)NC2CCC(CC2)CN2C(N(C3=C2C=CC=C3)C3=CC2=C(N(C=N2)C)C=C3)=O)C1)C(F)F